3-((2-((2-(difluoromethoxy)-4-(4-(4-ethylpiperazin-1-yl)piperidin-1-yl)phenyl)amino)-5-(trifluoromethyl)pyrimidin-4-yl)-amino)thiophene-2-carboxamide FC(OC1=C(C=CC(=C1)N1CCC(CC1)N1CCN(CC1)CC)NC1=NC=C(C(=N1)NC1=C(SC=C1)C(=O)N)C(F)(F)F)F